N1=C(C=CC=2CCCNC12)CCCCN(CCC(C(=O)O)NC(=O)C1=NC=CC=C1C(F)(F)F)CCOCC(F)(F)F 4-[4-(5,6,7,8-tetrahydro-1,8-naphthyridin-2-yl)butyl-[2-(2,2,2-trifluoroethoxy)ethyl]amino]-2-[[3-(trifluoromethyl)pyridine-2-carbonyl]amino]butanoic acid